N=1SN=C2C1C=CC(=C2)S(=O)(=O)N2CC1=C(C2)CN(C1)C(=O)NCC=1OC=CC1 5-(2,1,3-Benzothiadiazole-5-sulfonyl)-N-(furan-2-ylmethyl)-1H,2H,3H,4H,5H,6H-pyrrolo[3,4-c]pyrrole-2-carboxamide